ClC=1C(=C(C=CC1)C1=C(C=2N=C(N=C(C2C=N1)N1C[C@H]2CC[C@@H](C1)N2C(=O)OC(C)(C)C)OCC21CCCN1CCC2)F)CC tert-butyl (1R,5S)-3-(7-(3-chloro-2-ethylphenyl)-8-fluoro-2-((tetrahydro-1H-pyrrolizin-7a(5H)-yl)methoxy)pyrido[4,3-d]pyrimidin-4-yl)-3,8-diazabicyclo[3.2.1]octane-8-carboxylate